2-chloro-7-methyl-9-(2-oxaspiro[3.5]non-7-yl)-7,9-dihydro-8H-purin-8-one ClC1=NC=C2N(C(N(C2=N1)C1CCC2(COC2)CC1)=O)C